C(C)(C)(C)OC(=O)N1CC(C(C(C1)(F)F)O)C(=O)O 1-(tert-Butoxycarbonyl)-5,5-difluoro-4-hydroxypiperidine-3-carboxylic acid